S(OC1=NC=C(C=C1)C1=C(C(=CC=C1)C#N)N1CCC(CC1)C1=NN=CN1C)(=O)(=O)F 5-(3-cyano-2-(4-(4-methyl-4H-1,2,4-triazol-3-yl)piperidin-1-yl)phenyl)pyridin-2-yl sulfurofluoridate